sulfurofluoridic acid S(O)(=O)(=O)F